C[SiH](O[Si](O[Si](CC[Si](OC)(OC)OC)(C)C)(O[Si](CC[Si](OC)(OC)OC)(C)C)CCC)C 8-((dimethylsilyl)oxy)-3,3,13,13-tetramethoxy-6,6,10,10-tetramethyl-8-propyl-2,7,9,14-tetraoxa-3,6,8,10,13-pentasilapentadecane